CN(C)CC=1NC2=CC=CC=C2C1[C@H]1N(C(C2=CC=C(C=C12)O)=O)C (3S)-3-{2-[(dimethylamino)methyl]-1H-indol-3-yl}-5-hydroxy-2-methyl-2,3-dihydro-1H-isoindol-1-one